2,2'-(1,4-phenylene)bis(2-oxazoline) C1(=CC=C(C=C1)C=1OCCN1)C=1OCCN1